(R)-N-(2-(4-cyanothiazolidin-3-yl)-2-oxoethyl)-6-(1-cyclopropyl-1H-pyrazole-4-yl)quinoline-4-carboxamide C(#N)[C@H]1N(CSC1)C(CNC(=O)C1=CC=NC2=CC=C(C=C12)C=1C=NN(C1)C1CC1)=O